CC=1C=CC2=C(C(=CO2)C(=O)O)C1 5-methylbenzofuran-3-carboxylic acid